(6aR,10aR)-6,6-Dimethyl-3-(2-methyloctan-2-yl)-9-oxo-6a,7,8,9,10,10a-hexahydro-6H-benzo[c]chromen-1-yl (R)-tetrahydrofuran-2-carboxylate O1[C@H](CCC1)C(=O)OC1=C2[C@H]3[C@H](C(OC2=CC(=C1)C(C)(CCCCCC)C)(C)C)CCC(C3)=O